4-methyl-5-hydroxy-phenyl-ethyl acetate C(C)(=O)OCCC1=CC=C(C(=C1)O)C